2,4,6-trifluoro-N-(isoxazol-3-yl)-N-((2-(trimethylsilyl)ethoxy)methyl)-benzenesulfonamide FC1=C(C(=CC(=C1)F)F)S(=O)(=O)N(COCC[Si](C)(C)C)C1=NOC=C1